N-((S)-(5-((S)-1-(5,5-difluoro-2-oxotetrahydropyrimidin-1(2H)-yl)-2-methoxyethyl)benzo[d]oxazol-2-yl)(4,4-difluorocyclohexyl)methyl)-4-methyl-1,2,5-oxadiazole-3-carboxamide FC1(CNC(N(C1)[C@H](COC)C=1C=CC2=C(N=C(O2)[C@@H](NC(=O)C2=NON=C2C)C2CCC(CC2)(F)F)C1)=O)F